C(C1=CC=CC=C1)(=O)O[C@@H]1[C@H](O[C@H](C1(F)F)N1C(N=C(C=C1)N)=O)COP(=O)(OC1=CC=CC=C1)OC1=CC=CC=C1 (2R,3R,5R)-5-(4-amino-2-oxopyrimidin-1(2H)-yl)-2-(((diphenoxyphosphoryl) oxy)methyl)-4,4-difluorotetrahydrofuran-3-yl benzoate